2-[6-(4-fluoro-3-{[(2R)-1-fluoro-3-(1H-tetrazol-1-yl)propan-2-yl]oxy}phenyl)imidazo[1,2-b]pyridazin-3-yl]-4-methoxypyridine-3-carbonitrile FC1=C(C=C(C=C1)C=1C=CC=2N(N1)C(=CN2)C2=NC=CC(=C2C#N)OC)O[C@@H](CF)CN2N=NN=C2